3-(5-isopropoxypyridin-2-yl)-N-(3-isopropylpyridin-2-yl)-1,2,4-thiadiazol-5-amine C(C)(C)OC=1C=CC(=NC1)C1=NSC(=N1)NC1=NC=CC=C1C(C)C